(E)-2-((2-(4-(2-chlorophenyl)thiazol-2-yl)-2-methylhydrazono)methyl)-N-(Methylsulfonyl)benzamide ClC1=C(C=CC=C1)C=1N=C(SC1)N(\N=C\C1=C(C(=O)NS(=O)(=O)C)C=CC=C1)C